CC(CCNC1=NC(=NC=C1C(=O)N)NC=1C=NN(C1)C)(C)C 4-[(3,3-dimethylbutyl)amino]-2-[(1-methyl-1H-pyrazol-4-yl)amino]pyrimidine-5-carboxamide